butylsulfanylphenethylamine C(CCC)SNCCC1=CC=CC=C1